(S)-6-(1,4-dimethyl-1H-1,2,3-triazol-5-yl)-4-((3-fluoropyridin-2-yl)(tetrahydro-2H-pyran-4-yl)methyl)-1-methyl-1,4-dihydropyrazolo[3',4':4,5]pyrrolo[3,2-b]pyridine-3-carboxamide CN1N=NC(=C1C=1C=C2C(=NC1)C1=C(N2[C@@H](C2CCOCC2)C2=NC=CC=C2F)C(=NN1C)C(=O)N)C